(tert-butyl)-5-chloro-3-methylbenzamide C(C)(C)(C)C1=C(C(=O)N)C=C(C=C1C)Cl